CN1N=CC2=C(C1=O)NC(O2)=O 5-methyl-oxazolo[4,5-d]pyridazine-2,4(3h,5h)-dione